BrC1=C2C=CC(OC2=C(C=C1)C=1N=C(OC1)N)(C)C 4-(5-bromo-2,2-dimethyl-2H-chromen-8-yl)oxazol-2-amine